(R)-4,4-difluoropyrrolidine-2-carboxylic acid methyl ester COC(=O)[C@@H]1NCC(C1)(F)F